5-[14-(3,5-Dihydroxyphenyl)tetradecyl]-2-methylbenzene-1,3-diol OC=1C=C(C=C(C1)O)CCCCCCCCCCCCCCC=1C=C(C(=C(C1)O)C)O